NCCNCC(=O)O Aminoethylglycine